N1=CC=CC2=CC=C3C=C4C(=NC3=C12)C=CC=N4 PYRIDOPHENANTHROLINE